C(CCCCCCCC)OCOCC/C=C/CC[Mg]Cl (3E)-6-(nonanyloxymethoxy)-3-hexenylmagnesium chloride